NCC(=O)N[C@@H](CC1=CNC=N1)C(=O)N[C@@H](CCCCN)C(=O)O Glycyl-L-Histidyl-L-Lysine